2-(4-((1-(2-fluoro-4-nitrophenyl)piperidin-4-yl)methyl)piperazin-1-yl)acetic acid ethyl ester C(C)OC(CN1CCN(CC1)CC1CCN(CC1)C1=C(C=C(C=C1)[N+](=O)[O-])F)=O